4-(3-((4-((2-amino-3-chloropyridin-4-yl)oxy)-3-fluorophenyl)carbamoyl)-4-ethoxy-2-oxopyridin-1(2H)-yl)phenyl dihydrogen phosphate P(=O)(OC1=CC=C(C=C1)N1C(C(=C(C=C1)OCC)C(NC1=CC(=C(C=C1)OC1=C(C(=NC=C1)N)Cl)F)=O)=O)(O)O